1-(1-methylpiperidin-4-yl)-methylamine CN1CCC(CC1)CN